C(C)(C)C1N(C(OC1)=O)C(C=CC1=CC=C(C=C1)C(F)(F)F)=O 4-isopropyl-3-(3-(4-(trifluoromethyl)phenyl)acryloyl)oxazolidin-2-one